Methyl 2-[methyl(pyridin-2-ylmethyl)amino]-1,3-oxazole-4-carboxylate CN(C=1OC=C(N1)C(=O)OC)CC1=NC=CC=C1